FCCCN1C[C@H](CC1)N (S)-1-(3-Fluoropropyl)pyrrolidin-3-amine